(3R)-N-[3-bromo-5-(5-fluoro-3-pyridinyl)pyrazolo[1,5-a]Pyrimidine-7-yl]-2,3,4,9-tetrahydro-1H-carbazol-3-amine BrC=1C=NN2C1N=C(C=C2N[C@@H]2CCC=1NC3=CC=CC=C3C1C2)C=2C=NC=C(C2)F